NC1=C(SC2=NC(=CC(=C21)C)C)C(=O)NC2CC=1C=CC(=NC1CC2)N2CC(C(C2)OC)NCC 3-amino-N-{2-[3-(ethylamino)-4-methoxypyrrolidin-1-yl]-5,6,7,8-tetrahydroquinolin-6-yl}-4,6-dimethylthieno[2,3-b]pyridine-2-carboxamide